isopropyl-1,3-propanediamine C(C)(C)C(CCN)N